(4-(7-((5-methoxy-7-methyl-1H-indol-4-yl)methyl)-2-(trifluoromethyl)-7-azaspiro[3.5]nonan-6-yl)benzoyl)glycine COC=1C(=C2C=CNC2=C(C1)C)CN1C(CC2(CC(C2)C(F)(F)F)CC1)C1=CC=C(C(=O)NCC(=O)O)C=C1